ClC=1C(N(N=C2C1N(C(=C2I)C)CC2CC2)C2=CC1=CN(N=C1C=C2)C)=O 4-chloro-5-(cyclopropylmethyl)-7-iodo-6-methyl-2-(2-methyl-2H-indazol-5-yl)-2H,3H,5H-pyrrolopyridazin-3-one